2-trans-6-cis-nonadienol C(=C\C=CCCCCC)/O